OC[C@@H](C)NC(=O)C=1C=NC2=C(C=C(C=C2C1)OC)N1CCC2(CC2)CC1 (R)-N-(1-hydroxypropan-2-yl)-6-methoxy-8-(6-azaspiro[2.5]octan-6-yl)quinoline-3-carboxamide